N[C@H]1CO[C@H]2[C@@H]1OC[C@@H]2N(C2=C1CN(C(C1=CC=C2)=O)C2C(NC(CC2)=O)=O)CCC2CC2 3-(4-(((3S,3aR,6S,6aR)-6-aminohexahydrofuro[3,2-b]furan-3-yl)(2-cyclopropylethyl)amino)-1-oxoisoindolin-2-yl)piperidine-2,6-dione